NC=1C=C(C=CC1C)NC(C1=NC=CC(=C1)C(F)(F)F)=O N-(3-amino-4-methylphenyl)-4-(trifluoromethyl)picolinamide